ClC1=C(C(=O)NC(C(=O)O)CC2CC(C2)OCCCC2=NC=3NCCCC3C=C2)C(=CC=C1)Cl 2-(2,6-dichlorobenzamido)-3-(3-(3-(5,6,7,8-tetrahydro-1,8-naphthyridin-2-yl)propoxy)cyclobutyl)propanoic acid